6-chloro-3-(((1R)-1-(2-cyano-3-(8,9-dihydroxy-6-oxa-2-azaspiro[4.5]decan-2-yl)-7-methylquinoxalin-5-yl)ethyl)amino)picolinic acid ClC1=CC=C(C(=N1)C(=O)O)N[C@H](C)C1=C2N=C(C(=NC2=CC(=C1)C)C#N)N1CC2(CC1)OCC(C(C2)O)O